C(C)N1C(=NN(C1=O)C=1C=C2C(=CN(C(C2=CC1F)=O)C1=C(C=CC(=C1)F)C)C(C)C)CO 6-(4-ethyl-3-(hydroxymethyl)-5-oxo-4,5-dihydro-1H-1,2,4-triazol-1-yl)-7-fluoro-2-(4-fluoro-2-tolyl)-4-isopropylisoquinolin-1(2H)-one